C1=C(C=CC2=CC=CC=C12)C1=CC=C(C=C1)N(C1=CC=C(C(=C1)C1=CC=CC=C1)C1=CC=CC=C1)C=1C2=CC=CC=C2C=2C=CC=CC2C1C1=CC=CC=C1 {4-(naphthalene-2-yl)phenyl}-(10-phenylphenanthrene-9-yl)-(1,1':2',1''-terphenyl-5'-yl)amine